ClC=1C=C(C=C(C1)Cl)C1(CC(=NN1)C1=NN=C(O1)SCC(=O)NC(F)(F)F)C(F)(F)F 2-((5-(5-(3,5-dichlorophenyl)-5-(trifluoromethyl)-4,5-dihydro-1H-pyrazol-3-yl)-1,3,4-oxadiazol-2-yl)thio)-N-(trifluoromethyl)acetamide